4-chlorobenzyl (4-(2-oxo-2-((4-(trifluoromethoxy)cyclohexyl)amino)ethyl)phenyl)carbamate O=C(CC1=CC=C(C=C1)NC(OCC1=CC=C(C=C1)Cl)=O)NC1CCC(CC1)OC(F)(F)F